ClC1=C(C=C(OCC(=O)Cl)C=C1)F 2-(4-chloro-3-fluorophenoxy)acetyl chloride